N-(4-methyl-3-(2-((1-methylpiperidin-4-yl)oxy)-6-morpholinopyridin-4-yl)phenyl)-3-(2,2,2-trifluoroethyl)pyrrolidine-1-carboxamide CC1=C(C=C(C=C1)NC(=O)N1CC(CC1)CC(F)(F)F)C1=CC(=NC(=C1)N1CCOCC1)OC1CCN(CC1)C